tert-butyl 5-[5-[4-(5-fluoro-3-methoxy-2-pyridyl)piperazine-1-carbonyl]-7-(4,4,5,5-tetramethyl-1,3,2-dioxaborolan-2-yl)-1H-indol-2-yl]-3,6-dihydro-2H-pyridine-1-carboxylate FC=1C=C(C(=NC1)N1CCN(CC1)C(=O)C=1C=C2C=C(NC2=C(C1)B1OC(C(O1)(C)C)(C)C)C1=CCCN(C1)C(=O)OC(C)(C)C)OC